3-(3-(piperazin-1-yl)phenyl)piperidine-2,6-dione hydrochloride Cl.N1(CCNCC1)C=1C=C(C=CC1)C1C(NC(CC1)=O)=O